[2-FLUORO-3-(METHOXYCARBONYL)PHENYL]BORONIC ACID FC1=C(C=CC=C1C(=O)OC)B(O)O